(1-(4-fluorophenyl)vinyl)-2-(piperazin-1-yl)pyrimidine FC1=CC=C(C=C1)C(=C)C1=NC(=NC=C1)N1CCNCC1